C(C=C)C1([C@H](N(CC1=O)C(=O)OCC1=CC=CC=C1)C(=O)OC)C 1-benzyl 2-methyl (2S)-3-allyl-3-methyl-4-oxopyrrolidine-1,2-dicarboxylate